C(C)(C)(C)[SiH](C1=CC=CC=C1)C1=CC=CC=C1 tert-butyl-diphenylsilane